n-Tetradecyl methyl ketone CC(=O)CCCCCCCCCCCCCC